BrC=1C=C2C=C(N=C(C2=C(C1)F)Cl)C 6-bromo-1-chloro-8-fluoro-3-methyl-isoquinoline